(4-(3-hydroxyoxetan-3-yl)phenyl)(4-(2-((5-(trifluoromethyl)pyrimidin-2-yl)amino)ethoxy)piperidin-1-yl)methanone OC1(COC1)C1=CC=C(C=C1)C(=O)N1CCC(CC1)OCCNC1=NC=C(C=N1)C(F)(F)F